C([C@H](O)C1=CC=CC=C1)(=O)O.S1C=CC2=C1[C@@H](OCC2)CNC (S)-(-)-(4,5-dihydro-7H-thieno[2,3-c]pyran-7-yl)-N-methyl-methanamine (R)-mandelate salt